Diphenyl-(piperidin-4-yl)methanol C1(=CC=CC=C1)C(O)(C1CCNCC1)C1=CC=CC=C1